FC(C1=CC=C(C=C1)C(C(=O)O)CCCCC)(F)F 4-(trifluoromethyl)-phenylheptanoic acid